C(C)OC1=CC=C(C=C1)C=1C=C2C=CN=CC2=C(C1)C#N 6-(4-ethoxyphenyl)isoquinoline-8-carbonitrile